di(methyl)n-propyl-(ethoxy)silane C[Si](OCC)(CCC)C